COC=1C=C(C=CC1)C1(NC2=CC=CC=C2C=C1)C 2-(3-methoxyphenyl)-2-methyl-1,2-dihydroquinoline